1-benzyl-4-(2-(methoxymethyl)azetidin-3-yl)piperazine C(C1=CC=CC=C1)N1CCN(CC1)C1C(NC1)COC